8-(benzyloxy)-5-bromo-[1,2,4]triazolo[1,5-a]pyridine C(C1=CC=CC=C1)OC=1C=2N(C(=CC1)Br)N=CN2